(7-Methyl-1H-indol-2-yl)methanol CC=1C=CC=C2C=C(NC12)CO